BrC=1N=C(C=2N(C1)C=C(N2)C(=O)N2C[C@H]([C@@]1(CC2)NCC2=CC=CC=C2C1)O)OC1COC1 (6-bromo-8-(oxetan-3-yloxy)imidazo[1,2-a]pyrazin-2-yl)((3R,3'R)-3'-hydroxy-1,4-dihydro-2H-spiro[isoquinoline-3,4'-piperidin]-1'-yl)methanone